C(C)(=O)N1C(/C(/NC(C1)=O)=C/C=1N=C(NC1C(C)C)C(CC)C1NCCOC1)=O (Z)-1-acetyl-3-((5-isopropyl-1-(3-morpholinyl)propylimidazol-4-yl)methylene)piperazine-2,5-dione